trans-R,R-1,2-diaminocyclohexane N[C@H]1[C@@H](CCCC1)N